(4S)-1-[(2-amino-4-pyridyl)methyl]-4-(trifluoromethyl)imidazolidin-2-one NC1=NC=CC(=C1)CN1C(N[C@@H](C1)C(F)(F)F)=O